trans-2-chloro-4-((4-fluoropiperidin-3-yl)oxy)-7H-pyrrolo[2,3-d]pyrimidine ClC=1N=C(C2=C(N1)NC=C2)O[C@@H]2CNCC[C@H]2F